4-chloro-6-((2R,3R)-2-methyl-3-(piperazin-1-yl)azetidin-1-yl)-2-(trifluoromethyl)pyrimidine trifluoroacetate salt FC(C(=O)O)(F)F.ClC1=NC(=NC(=C1)N1[C@@H]([C@@H](C1)N1CCNCC1)C)C(F)(F)F